trans-tert-butyl 4-amino-3-fluoro-piperidine-1-carboxylate N[C@H]1[C@@H](CN(CC1)C(=O)OC(C)(C)C)F